1,1,1,3,3,3-hexafluoro-2,2-bis(4-aminophenyl)propane 4-[4-(aminomethyl)-5-(trifluoromethyl)-1,3-oxazol-2-yl]-2,6-dimethylpiperazine-1-carboxylate NCC=1N=C(OC1C(F)(F)F)N1CC(N(C(C1)C)C(=O)O)C.FC(C(C(F)(F)F)(C1=CC=C(C=C1)N)C1=CC=C(C=C1)N)(F)F